1,3,5-benzenetri-formyl chloride C1(=CC(=CC(=C1)C(=O)Cl)C(=O)Cl)C(=O)Cl